(S)-2-amino-2-(3-(1-(difluoromethyl)-1H-1,2,4-triazol-5-yl)-4-fluorophenyl)ethan-1-ol N[C@H](CO)C1=CC(=C(C=C1)F)C1=NC=NN1C(F)F